3-Ethyl-4-((2-chlorophenyl)amino)cyclobut-3-ene-1,2-dione C(C)C=1C(C(C1NC1=C(C=CC=C1)Cl)=O)=O